ethyl 2-(4-methyl-1-oxo-3,4-dihydro-2H-naphthalen-2-yl)-2-oxoacetate CC1CC(C(C2=CC=CC=C12)=O)C(C(=O)OCC)=O